1-(9-iodo-2,3-dihydroimidazo[1,2-c]quinazolin-3-yl)-N,N-dimethylmethylamine IC1=CC=2C=3N(C=NC2C=C1)C(CN3)CN(C)C